CSCCCCCCC(=NO)S[C@H]1[C@@H]([C@H]([C@@H]([C@H](O1)CO)O)O)O The molecule is an omega-(methylsulfany)alkyl desulfoglucosinolate in which the omega-(methylsulfanyl)alkyl group is specified as 6-(methylsulfanyl)hexyl. It has a role as an Arabidopsis thaliana metabolite.